C1[C@H]([C@@H]2[C@@H](C(=O)N1)[NH+]=C(N2)N[C@H]3[C@@H]([C@@H]([C@H]([C@H](O3)CO)OC(=O)N)O)NC(=O)C[C@H](CCCNC(=O)C[C@H](CCCNC(=O)C[C@H](CCC[NH3+])[NH3+])[NH3+])[NH3+])O The molecule is a primary aliphatic ammonium ion which is obtained from streptothricin D by protonation of the guanidino and amino groups. It is a guanidinium ion and a primary aliphatic ammonium ion. It is a conjugate acid of a streptothricin D.